C(C)(C)(C)OC(CCC(=O)C1=NN(C(=C1)C)C1OCCCC1)=O 4-(5-Methyl-1-(tetrahydro-2H-pyran-2-yl)-1H-pyrazol-3-yl)-4-oxobutanoic acid tert-butyl ester